FC=1C(=NC=C(C1)F)C(=O)Cl 3,5-difluoropyridine-2-carbonyl chloride